(2R)-2-(3-{5-Chloro-2-[(oxan-4-yl)amino]pyrimidin-4-yl}-5-oxo-5H,6H,7H-pyrrolo[3,4-b]pyridin-6-yl)-N-[(1S)-1-(2-fluoro-3-methylphenyl)-2-hydroxyethyl]propanamid ClC=1C(=NC(=NC1)NC1CCOCC1)C=1C=C2C(=NC1)CN(C2=O)[C@@H](C(=O)N[C@H](CO)C2=C(C(=CC=C2)C)F)C